tert-butyl 3-(2-(methylsulfinyl)-8-oxo-7,8-dihydropyrimido[4,5-d]pyridazin-4-yl)-3,8-diazabicyclo[3.2.1]octane-8-carboxylate CS(=O)C=1N=C(C2=C(C(NN=C2)=O)N1)N1CC2CCC(C1)N2C(=O)OC(C)(C)C